C1(=CC=CC=C1)P([C@@H](C)[C-]1C(=CC=C1)C1=C(C=CC=C1)P(C1=CC=CC=C1)C1=CC=CC=C1)C1=CC=CC=C1.[CH-]1C=CC=C1.[Fe+2] (S)-1-[(S)-1-(diphenylphosphino)ethyl]-2-[2-(diphenylphosphino)phenyl]ferrocene